NC(CC(=O)O)C=1C=NC(=NC1)C 3-amino-3-(2-methylpyrimidin-5-yl)propionic acid